OC\C=C\1/C(N(C2CC12)C(=O)OC(C)(C)C)=O Tert-butyl (4Z)-4-(2-hydroxyethylidene)-3-oxo-2-azabicyclo[3.1.0]hexane-2-carboxylate